tert-butyl 4-chloro-7-(methylamino)isoindoline-2-carboxylate ClC1=C2CN(CC2=C(C=C1)NC)C(=O)OC(C)(C)C